isopropyl (6aR,9R)-5-bromo-9-(diethylcarbamoyl)-7-methyl-6a,7,8,9-tetrahydroindolo[4,3-fg]quinoline-4(6H)-carboxylate BrC=1N(C2=CC=CC=3C4=C[C@H](CN([C@@H]4CC1C32)C)C(N(CC)CC)=O)C(=O)OC(C)C